C(C)(C)OC(=O)N1CCN(CC1)C1=NC=2N(C=C1)N=CC2C=2C(=NC=CC2)N 4-(3-(2-aminopyridin-3-yl)pyrazolo[1,5-a]pyrimidin-5-yl)piperazine-1-carboxylic acid isopropyl ester